4-iodo-1-(2-chlorophenyl)-1H-pyrazol-3-amine IC=1C(=NN(C1)C1=C(C=CC=C1)Cl)N